ClC1=NC=C(C(=C1F)C1=C(C=NC(=C1)C)C(=O)NC=1SC=2C(=NC=C(C2)N2CCC(CC2)O)N1)OC 2'-chloro-3'-fluoro-N-(6-(4-hydroxypiperidin-1-yl)thiazolo[4,5-b]pyridin-2-yl)-5'-methoxy-6-methyl-[4,4'-bipyridine]-3-carboxamide